3,4-Dimethyl-1-(4-methylbenzyl)-3-((benzylseleno)methyl)-5-(p-tolyl)-1H-pyrrol-2(3H)-one CC1(C(N(C(=C1C)C1=CC=C(C=C1)C)CC1=CC=C(C=C1)C)=O)C[Se]CC1=CC=CC=C1